ClC=1C=CC=C2C=CC(=NC12)C(F)(F)F 8-chloro-2-(trifluoromethyl)quinoline